1-(trans-4-(5-(benzyloxy)pyrazolo[1,5-a]pyridin-3-yl)cyclohexyl)-3-(trimethylsilyl)prop-2-yn-1-on C(C1=CC=CC=C1)OC1=CC=2N(C=C1)N=CC2[C@@H]2CC[C@H](CC2)C(C#C[Si](C)(C)C)=O